3-methyl-1-(2-(3-(trifluoromethyl)benzyl)pyridin-4-yl)-1,5,6,7-tetrahydro-4H-pyrazolo[4,3-c]pyridin-4-one CC1=NN(C2=C1C(NCC2)=O)C2=CC(=NC=C2)CC2=CC(=CC=C2)C(F)(F)F